FC=1C=C(N)C=CC1OC1=NC=CC=C1 3-fluoro-4-(pyridin-2-yloxy)aniline